ClC=1C(=NN(C1)C1CC(C=2C=NN(C2C1)C)=O)C(=O)NC1=NC=C(C=C1F)C#CC1=CC=CC=C1 4-chloro-N-(3-fluoro-5-(phenylethynyl)pyridin-2-yl)-1-(1-methyl-4-oxo-4,5,6,7-tetrahydro-1H-indazol-6-yl)-1H-pyrazole-3-carboxamide